C(#N)C=1C(=NC(=NC1C=1SC=CC1)C(C=1C=C(C=CC1)CC(=O)O)SC1=NC=CC=N1)OC [3-(5-Cyano-4-methoxy-6-thiophen-2-yl-pyrimidin-2-yl-pyrimidin-2-ylsulfanylmethyl)-phenyl]-acetic acid